tert-butyl (S)-6-(4-(2-fluorophenyl)-8-(5-methyl-1-(methylamino)-1-oxohexan-3-yl)-5,6,7,8-tetrahydropyrido[2,3-d]pyrimidin-2-yl)-2,6-diazaspiro[3.4]octane-2-carboxylate FC1=C(C=CC=C1)C=1C2=C(N=C(N1)N1CC3(CN(C3)C(=O)OC(C)(C)C)CC1)N(CCC2)[C@H](CC(=O)NC)CC(C)C